C1(CC1)C1=CC(=NN1)NC(C(C)C1=CC(=CC=C1)N1CCN(CC1)C(\C=C\CN(C)C)=O)=O (E)-N-(5-cyclopropyl-1H-pyrazol-3-yl)-2-(3-(4-(4-(dimethylamino)but-2-enoyl)piperazin-1-yl)phenyl)propanamide